OCN(C(C=C)=O)CO N,N-bis(hydroxymethyl)acrylamide